2-(4-bromophenyl)-1,5-diphenyl-pyrrole BrC1=CC=C(C=C1)C=1N(C(=CC1)C1=CC=CC=C1)C1=CC=CC=C1